O=C1N(C(C2=CC=CC=C12)=O)CCOCCOCCOCCOCC(=O)OC(C)(C)C tert-butyl 2-[2-[2-[2-[2-(1,3-dioxoisoindolin-2-yl)ethoxy]ethoxy]ethoxy] ethoxy]acetate